C(C1=CC=CC=C1)C1=CC=CC=C1 benzyl-(benzol)